FC(OC1=CN=CC(=N1)C1=NN(C=2C[C@@H](CCC12)C(=O)N[C@@]1(CS(CC1)(=O)=O)C)C1=NC=C(C=C1)F)F (R)-3-(6-(difluoromethoxy)pyrazin-2-yl)-1-(5-fluoropyridin-2-yl)-N-((S)-3-methyl-1,1-dioxidotetrahydrothiophen-3-yl)-4,5,6,7-tetrahydro-1H-indazole-6-carboxamide